tert-butyl 3-[2-chloro-6-cyano-4-[1-methyl-1-[4-[(2-methylsulfanylpyrimidin-4-yl)methoxy]phenyl]ethyl]phenoxy]azetidine-1-carboxylate ClC1=C(OC2CN(C2)C(=O)OC(C)(C)C)C(=CC(=C1)C(C)(C1=CC=C(C=C1)OCC1=NC(=NC=C1)SC)C)C#N